(3S)-N-cyclobutyl-3-({1-cyclopentyl-5-[2-(trifluoromethyl)phenyl]-1H-pyrazol-3-yl}formamido)-5-(cyclopentylformamido)pentanamide C1(CCC1)NC(C[C@H](CCNC(=O)C1CCCC1)NC(=O)C1=NN(C(=C1)C1=C(C=CC=C1)C(F)(F)F)C1CCCC1)=O